4-(Methoxymethyl)-2-azabicyclo[2.2.1]heptane hydrochloride Cl.COCC12CNC(CC1)C2